CCC(CC)(C(=O)O)C(=O)O pentane-3,3-dicarboxylic acid